C12COCC(CC1)N2C2=NC=CC(=N2)NC2=CC(=NO2)C2=CC=C(C=C2)OC N-(2-(3-oxa-8-azabicyclo[3.2.1]oct-8-yl)pyrimidin-4-yl)-3-(4-methoxyphenyl)isoxazol-5-amine